C(N)(OCCNC(=O)C=1C=NC(=NC1)N1C(CCC1)C1=CC(=CC=C1)F)=O (2-(2-(3-fluorophenyl)pyrrolidin-1-yl)pyrimidine-5-carboxamido)ethyl carbamate